(3,3-dimethylcyclobutyl)methylamine hydrochloride Cl.CC1(CC(C1)CN)C